4-(hydroxymethyl)-3,3-dimethylpyrrolidine-1-carboxylic acid tert-butyl ester C(C)(C)(C)OC(=O)N1CC(C(C1)CO)(C)C